C1(=CC=CC=C1)S(=O)(=O)N1C(=CC2=NC(=C(C=C21)C)N2C(=CC=C2C)C)NC(C2=CC=CC=C2)=O N-[1-(benzenesulfonyl)-5-(2,5-dimethylpyrrol-1-yl)-6-methyl-pyrrolo[3,2-b]pyridin-2-yl]benzamide